C(C)C1N(CCC(C1)N(C=1N=NC(=CC1)C=1C=CC(=C2C=NNC12)N1N=CC=C1)CC)C(=O)[O-] 2-ethyl-4-[ethyl([6-[4-(pyrazol-1-yl)-1H-indazol-7-yl]pyridazin-3-yl])amino]piperidine-1-carboxylate